BrC1=CC(=NC(=C1)C)C(=O)OC methyl 4-bromo-6-methylpyridinecarboxylate